O=C1NC(CC[C@H]1N1C(C2=CC(=C(C=C2C1=O)N1CCN(CC1)CC1CCN(CC1)CC(C)(C)C1=CC=C(N=N1)C(=O)[O-])F)=O)=O 6-(4-((4-(2-((3R)-2,6-dioxopiperidin-3-yl)-6-fluoro-1,3-dioxoisoindolin-5-yl)piperazin-1-yl)methyl)piperidin-1-yltert-Butyl)pyridazine-3-carboxylate